O[C@@H]1CC(NC1)C(=O)N[C@@H](C)C1=CC=C(C=C1)C=1N(N=CC1)C (4R)-4-hydroxy-N-[(1S)-1-[4-(2-methylpyrazol-3-yl)phenyl]ethyl]pyrrolidine-2-carboxamide